C(C)(=O)OC(C)C1[C@@](CC(C=2C(C3=C(C(=CC=C3C(C12)=O)C1=C(C=2C(C=3C(C[C@](C(C3C(C2C=C1)=O)C(C)OC(C)=O)(C)O)=O)=O)O)O)=O)=O)(C)O 1-[(2S)-6-[(6S)-5-(1-acetyloxyethyl)-1,6-dihydroxy-6-methyl-8,9,10-trioxo-5,7-dihydroanthracen-2-yl]-2,5-dihydroxy-2-methyl-4,9,10-trioxo-1,3-dihydroanthracen-1-yl]ethyl acetate